cyclohexanepental C1(C(C(CCC1)C=O)(C=O)C=O)(C=O)C=O